O[C@@H](CC(=O)O[C@@H]1[C@H](C(O)O[C@@H]([C@H]1O)CO)NC(C)=O)CCCCCCCCCCC (3-O-(R-3-hydroxymyristoyl))-N-acetylglucosamine